BrC1=C(C(=CC(=C1)Br)C=1C(=C(C=C(C1)Br)Br)O)O 3,3',5,5'-tetrabromo[1,1'-biphenyl]-2,2'-diol